2-[3-(1,3-Benzothiazol-2-ylamino)-4-methyl-6,7-dihydro-5H-pyrido[2,3-c]pyridazin-8-yl]-5-[3-[4-[3-[ethyl(methyl)amino]prop-1-ynyl]-2-fluoro-phenoxy]propyl]thiazole-1-carboxylic acid S1C(=NC2=C1C=CC=C2)NC2=C(C1=C(N=N2)N(CCC1)C=1S(C(=CN1)CCCOC1=C(C=C(C=C1)C#CCN(C)CC)F)C(=O)O)C